((2-(((3S,6S,9aS)-3-(3-(3-(dimethylamino)pyridin-2-yl)azetidine-1-carbonyl)-5-oxooctahydro-1H-pyrrolo[1,2-a]azepin-6-yl)carbamoyl)benzo[b]thiophen-5-yl)fluoromethyl)phosphonic acid CN(C=1C(=NC=CC1)C1CN(C1)C(=O)[C@@H]1CC[C@H]2N1C([C@H](CCC2)NC(=O)C2=CC1=C(S2)C=CC(=C1)C(F)P(O)(O)=O)=O)C